CSSSCC=C methylallyl trisulfide